6-(2-bromo-5-chlorophenyl)-3-methyl-1H-isochromen-1-one BrC1=C(C=C(C=C1)Cl)C=1C=C2C=C(OC(C2=CC1)=O)C